N-[3,5-difluoro-4-[(3-fluoro-6,7-dimethoxy-4-quinolyl)oxy]phenyl]-1-(4-methoxy-2-methyl-phenyl)-2-oxo-6-(trifluoromethyl)pyridine-3-carboxamide FC=1C=C(C=C(C1OC1=C(C=NC2=CC(=C(C=C12)OC)OC)F)F)NC(=O)C=1C(N(C(=CC1)C(F)(F)F)C1=C(C=C(C=C1)OC)C)=O